ClC1=NC(=CC(=C1)C1=C(N=C(S1)NC(=O)N1CCN(CC1)C)C1=CC(=CC=C1)C#N)C N-[5-(2-Chloro-6-methyl-4-pyridyl)-4-(3-cyanophenyl)thiazol-2-yl]-4-methyl-piperazin-1-carboxamid